6-Bromo-N-undecyl-2-naphthamide BrC=1C=C2C=CC(=CC2=CC1)C(=O)NCCCCCCCCCCC